monoprenyl malate C(C(O)CC(=O)[O-])(=O)OCC=C(C)C